ClC=1C(=NC(=NC1)N1C[C@H](C[C@@H](C1)C)O)NC1=CC=2C3=C(C(N(C2C=C1)C)=O)OCC([C@@H](N3)C3CC3)(F)F (S)-10-((5-Chloro-2-((3S,5S)-3-hydroxy-5-methylpiperidin-1-yl)pyrimidin-4-yl)amino)-2-cyclopropyl-3,3-difluoro-7-methyl-1,2,3,4-tetrahydro-[1,4]oxazepino[2,3-c]chinolin-6(7H)-on